BrC1=C(SC=C1)COC1=CC=C(C=O)C=C1 4-[(3-BROMOTHIOPHEN-2-YL)METHOXY]BENZALDEHYDE